The molecule is an alpha-amino acid that is 2-aminobutanoic acid substituted at position 4 by a cyano group. It is a non-proteinogenic alpha-amino acid and an aliphatic nitrile. It derives from a butyric acid. C(CC(C(=O)O)N)C#N